C1(=CC=CC=C1)C=1C(NC=NC1)=O 5-phenylpyrimidin-4(3H)-one